1-(3-bromophenyl)-5-((5-ethynylfuran-2-yl)methylene)pyrimidine-2,4,6(1H,3H,5H)-trione BrC=1C=C(C=CC1)N1C(NC(C(C1=O)=CC=1OC(=CC1)C#C)=O)=O